tert-butyl (S)-4-(5-chloro-2-(cyclopropylmethoxy)benzyl)-2-methylpiperazine-1-carboxylate ClC=1C=CC(=C(CN2C[C@@H](N(CC2)C(=O)OC(C)(C)C)C)C1)OCC1CC1